6-chloro-7-[(2R)-2-[[(3-chloropyridin-2-yl)oxy]methyl]pyrrolidin-1-yl]-1-[5H,7H-furo[3,4-b]pyrazin-2-yl]-4-oxoquinoline-3-carboxylic acid ClC=1C=C2C(C(=CN(C2=CC1N1[C@H](CCC1)COC1=NC=CC=C1Cl)C1=CN=C2C(=N1)COC2)C(=O)O)=O